C(C)C(CN1C2=CC=CC=C2C=2C=C(C=CC12)C1=CC=NC=2N1N=C(C2)C)CCCC 9-(2-ethylhexyl)-3-(2-methylpyrazolo[1,5-a]pyrimidin-7-yl)-9H-carbazole